2-{4-[(dimethylamino)methyl]phenyl}-2H-indazole-7-carboxamide CN(C)CC1=CC=C(C=C1)N1N=C2C(=CC=CC2=C1)C(=O)N